OB1OCCOC2=C1C=C(C(=C2)C=2OC=CN2)C2=CC=C1C(=CN=NC1=C2)N 7-(1-hydroxy-7-oxazol-2-yl-3,4-dihydro-2,5,1-benzodioxaborepin-8-yl)cinnolin-4-amine